CC#CF Fluoropropyne